OC(C(=O)[O-])C(CC)C 2-hydroxy-3-methylpentanoate